N[C@@H]1[C@@H](OCC12CCN(CC2)C2=NC(=C(C(=N2)C#N)C2=C(C(=NC=C2)Cl)Cl)C)C 2-((3S,4S)-4-amino-3-methyl-2-oxa-8-azaspiro[4.5]dec-8-yl)-5-(2,3-dichloropyridin-4-yl)-6-methylpyrimidine-4-carbonitrile